4-(METHYLTHIO)BUTYL ISOTHIOCYANATE CSCCCCN=C=S